O1N=CN=C1C=1N=C(N(N1)C1=NC=CC=N1)C(C)NC(C1=CC(=CC(=C1)C(F)(F)F)C(F)(F)F)=O N-[1-[5-(1,2,4-oxadiazol-5-yl)-2-pyrimidin-2-yl-1,2,4-triazol-3-yl]ethyl]-3,5-bis(trifluoromethyl)benzamide